pyrimidin-2-amine TFA salt OC(=O)C(F)(F)F.N1=C(N=CC=C1)N